N-[1-(1-methylethyl)-1H-pyrazol-4-yl]-2-(1H-pyrazol-4-yl)-1,3-oxazole-4-carboxamide CC(C)N1N=CC(=C1)NC(=O)C=1N=C(OC1)C=1C=NNC1